ONC(\C=C\C1=CC=C(C=C1)CN1C(N(C(C2=CC=CC=C12)=O)CCC1=CC=C(C=C1)O)=O)=O (E)-N-hydroxy-3-(4-((3-(4-hydroxyphenethyl)-2,4-dioxo-3,4-dihydroquinazolin-1(2H)-yl)methyl)phenyl)acrylamide